1-[2-[5-amino-1-(cyclopropylmethyl)-8-(2-furyl)-2-oxo-[1,2,4]triazolo[5,1-f]purin-3-yl]ethyl]-N,N-diethyl-pyrazole-4-carboxamide NN1C=NC(=C2N3C(N=C12)N(C(N3CC3CC3)=O)CCN3N=CC(=C3)C(=O)N(CC)CC)C=3OC=CC3